diethoxy(t-pentylamino)silane CINNAMYL-ACETATE ((E)-3-phenylprop-2-en-1-yl-acetate) C1(=CC=CC=C1)/C=C/CCC(=O)O.C(C=CC1=CC=CC=C1)CC(=O)O.C(C)O[SiH](NC(C)(C)CC)OCC